CNC1=C(C=CC=C1)C(F)(F)F N-methyl-2-(trifluoromethyl)aniline